ClC=1C=2ON=C3CCCC=4C=CC=CC4C4=C(C=C(C(NS(C(C1O)=CC23)(=O)=O)=C4)F)F 22-Chloro-5,7-difluoro-2,2-dioxo-20-oxa-2λ6-thia-3,19-diazapentacyclo[16.5.2.14,8.09,14.021,25]hexacosa-1(24),4(26),5,7,9(14),10,12,18,21(25),22-decaen-23-ol